C1(CC1)NC(CN1CCC(CC1)C=1C=C2C(=C(NC2=CC1)C=1C2=C(C(N(C1)C)=O)CCC2)C(C)C)=O N-cyclopropyl-2-(4-(3-isopropyl-2-(2-methyl-1-oxo-2,5,6,7-tetrahydro-1H-cyclopenta[c]pyridine-4-yl)-1H-indol-5-yl)piperidin-1-yl)acetamide